CC=1C=C(C(NC1)=O)C(C[N+](=O)[O-])CO[C@@H]1CC[C@@H](CC1)C1=CC(=CC=C1)F 5-methyl-3-(1-nitro-3-{[(cis)-4-(3-fluorophenyl)cyclohexyl]oxy}propan-2-yl)-1,2-dihydropyridin-2-one